C(C)[C@@H]1[C@]2(C(NC(N2)=O)=O)CCC1 (5s,6s)-6-ethyl-1,3-diazaspiro[4.4]nonane-2,4-dione